bis(di-t-butylphosphino)ferrocene palladium (II) dichloride [Pd](Cl)Cl.C(C)(C)(C)P(C(C)(C)C)[C-]1C=CC=C1.[C-]1(C=CC=C1)P(C(C)(C)C)C(C)(C)C.[Fe+2]